3-(3-Chloro-4-fluorophenyl)-1-(6-methoxy-1,2,3,4-tetrahydrophenanthridin-1-yl)-1-methylurea ClC=1C=C(C=CC1F)NC(N(C)C1CCCC2=NC(=C3C=CC=CC3=C12)OC)=O